tert-butyl 2-{[(4-{3-iodo-4-oxo-1H,5H,6H,7H-pyrrolo[3,2-c]pyridin-2-yl}pyridin-3-yl)oxy]methyl}-3,3-dimethylazetidine-1-carboxylate IC1=C(NC2=C1C(NCC2)=O)C2=C(C=NC=C2)OCC2N(CC2(C)C)C(=O)OC(C)(C)C